N,N-di-sec-butyl-1,4-phenylenediamine C(C)(CC)N(C1=CC=C(C=C1)N)C(C)CC